N-(3-(4-(2,4-difluorobenzyloxy)-3-chloro-6-methyl-2-oxopyridin-1(2H)-yl)-4-fluorobenzyl)-2-methoxyacetamide FC1=C(COC2=C(C(N(C(=C2)C)C=2C=C(CNC(COC)=O)C=CC2F)=O)Cl)C=CC(=C1)F